[4-(morpholin-4-yl)oxolan-3-yl] carbamate C(N)(OC1COCC1N1CCOCC1)=O